C(C)(C)(C)[Si](OCCNC(C)(C)C=1C=CC=2N(C1)N=CC2)(C)C N-[2-[tert-butyl-(dimethyl)silyl]oxyethyl]-2-pyrazolo[1,5-a]pyridin-6-yl-propan-2-amine